2-methyl-N-((R)-1-(naphthalen-1-yl)ethyl)-5-((S)-3-((S)-2-oxopyrrolidin-3-yl)-2-(2,2,2-trifluoroacetamido)propanamido)benzamide CC1=C(C(=O)N[C@H](C)C2=CC=CC3=CC=CC=C23)C=C(C=C1)NC([C@H](C[C@H]1C(NCC1)=O)NC(C(F)(F)F)=O)=O